C(CCCC)C1=CC=C(C=C1)S(=O)(=O)N1C=C(C2=CC=CC=C12)/C=C/C(=O)C1=CC=CC=C1 (E)-3-(1-((4-(n-pentyl)phenyl)sulfonyl)-1H-indol-3-yl)-1-phenylprop-2-en-1-one